CC=1C(=C(C=C(C1)C(F)(F)F)O)C=1N=NC(=CC1)N1[C@H]2[C@H](OCC1)CNC2 |r| 3-methyl-2-[6-[rac-(4aR,7aR)-3,4a,5,6,7,7a-hexahydro-2H-pyrrolo[3,4-b][1,4]oxazin-4-yl]pyridazin-3-yl]-5-(trifluoromethyl)phenol